C(C1=CC=CC=C1)OC1=C(C=C(C(=O)N(C(OCC2=CC=CC=C2)=O)C=2N=C(OC2)C2=CC=CC=C2)C=C1F)C1OCC(CO1)(C)C benzyl 4-(benzyloxy)-3-(5,5-dimethyl-1,3-dioxan-2-yl)-5-fluorobenzoyl(2-phenyloxazol-4-yl)carbamate